phenethylamine chlorine [Cl].C(CC1=CC=CC=C1)N